ClC1=CC(=NC=N1)C(C(=O)OC(C)(C)C)C#N tert-butyl 2-(6-chloropyrimidin-4-yl)-2-cyanoacetate